C1(CC1)C=1C=C(OC=2C(=NC(=NC2)SC)C(=O)NCCC2=C(C=C(C=C2)Cl)Cl)C=CC1 5-(3-cyclopropylphenoxy)-N-[2-(2,4-dichlorophenyl)ethyl]-2-methylsulfanyl-pyrimidine-4-carboxamide